3,3-difluoro-2-[5-fluoro-4-(2-hydroxypropan-2-yl)-6-phenylpyridin-2-yl]-2-hydroxypropyl 1-carbamate C(N)(OCC(C(F)F)(O)C1=NC(=C(C(=C1)C(C)(C)O)F)C1=CC=CC=C1)=O